CC1=NOC(=C1)C1=CC=C(S1)S(=O)(=O)C(C(C)C1(C2=C(N=C(N1)C(C)C)C=CS2)N)N2CCNCC2 4-{[5-(3-methyl-1,2-oxazol-5-yl)thiophen-2-yl]sulfonyl-(piperazin-1-yl)propan-2-yl}-2-(propan-2-yl)thieno[3,2-d]pyrimidin-4-amine